Fmoc-tryptophan C(=O)(OCC1C2=CC=CC=C2C2=CC=CC=C12)N[C@@H](CC1=CNC2=CC=CC=C12)C(=O)O